F[B-](F)(F)F.C(C)(C)(C)[PH+](C)C(C)(C)C di-t-butyl-(methyl)phosphonium tetrafluoroborate